5-cyclopropyl-2-((7-(4-fluorophenyl)-1-methyl-1H-indol-5-yl)amino)nicotinic acid C1(CC1)C=1C=NC(=C(C(=O)O)C1)NC=1C=C2C=CN(C2=C(C1)C1=CC=C(C=C1)F)C